ClC=1C=C(C(=O)NC(C(CCl)=O)(CC)C)C=C(C1C)Cl 3,5-dichloro-N-(1-chloro-3-methyl-2-oxopentan-3-yl)-4-methylbenzamide